5-[(2S)-2-(trifluoromethyl)piperidin-1-yl]pentanamide FC([C@H]1N(CCCC1)CCCCC(=O)N)(F)F